methyl (3S)-3-[(R)-(tert-butoxycarbonylamino)-phenyl-methyl]-2,3-dihydro-1H-pyrido[2,3-b][1,4]oxazine-7-carboxylate C(C)(C)(C)OC(=O)N[C@@H]([C@@H]1CNC2=C(O1)N=CC(=C2)C(=O)OC)C2=CC=CC=C2